N(=[N+]=[N-])[C@@](C)(CCC)C1=CN=C(C2=CN=C(C=C12)Cl)O[C@H](C)C[C@@H](C)S(=O)(=O)C 4-((S)-2-azidopentan-2-yl)-6-chloro-1-(((2R,4R)-4-(methylsulfonyl)pentan-2-yl)oxy)-2,7-naphthyridine